C(C)(=O)OC[C@H]1O[C@H]([C@H]([C@H]1CC(=O)O)CC(=O)O)C=1C(NC(N(C1)C1CCN(CC1)C(=O)OC(C)(C)C)=O)=O (2S,3R,4S,5R)-2-(Acetoxymethyl)-5-(1-(1-(tert-Butoxycarbonyl)piperidin-4-yl)-2,4-dioxo-1,2,3,4-tetrahydropyrimidin-5-yl)tetrahydrofuran-3,4-diacetic acid